diamino-4,4'-dihydroxybiphenyl NC=1C(=C(C=CC1O)C1=CC=C(C=C1)O)N